C(C)(C)(C)C=1C(=C(C=C(C1)OCCOC(C(=C)C)=O)N1N=C2C(=N1)C=CC(=C2)C(=O)OC)O methyl 2-[3-tert-butyl-2-hydroxy-5-(2-methacryloyloxyethoxy)phenyl]-2H-benzotriazole-5-carboxylate